C(C)OC(=O)C1=CC2=C(S1)C=C(C=C2)OC 6-methoxybenzo[b]thiophene-2-carboxylic acid ethyl ester